N-(3-(N-(3-(2,6-dioxopiperidin-3-yl)phenyl)sulfamoyl)phenyl)-4-butylbenzamide O=C1NC(CCC1C=1C=C(C=CC1)NS(=O)(=O)C=1C=C(C=CC1)NC(C1=CC=C(C=C1)CCCC)=O)=O